CN(C=1C=NC(=NC1)NC1CCN(CC1)S(=O)(=O)C=1C=C(CN2CCC(CC2)C2=CC=C3C(=NN(C3=C2)C)N2C(NC(CC2)=O)=O)C=CC1)C 1-(6-(1-(3-((4-((5-(dimethylamino)-pyrimidin-2-yl)amino)piperidin-1-yl)-sulfonyl)benzyl)piperidin-4-yl)-1-methyl-1H-indazol-3-yl)dihydropyrimidine-2,4(1H,3H)-dione